NC1=C2CC[C@@H](C(C2=CC=C1Br)C(=O)OC)C methyl (2S)-5-amino-6-bromo-2-methyl-1,2,3,4-tetrahydronaphthalene-1-carboxylate